(S)-1-(2-chlorophenyl)-2-methylpropan-1-amine ClC1=C(C=CC=C1)[C@H](C(C)C)N